NC=1C=2N(C=CN1)C(=NC2C2=C(C=C(C(=O)NC1=NC=CC(=C1)C#N)C=C2)F)N2CCC1(CCNC1=O)CC2 4-(8-amino-3-(1-oxo-2,8-diazaspiro[4.5]decan-8-yl)imidazo[1,5-a]pyrazin-1-yl)-N-(4-cyanopyridin-2-yl)-3-fluorobenzamide